1-(2-chlorophenyl)methanamine ClC1=C(C=CC=C1)CN